1,2-bis(dicyclohexyl-phosphino)-ethane C1(CCCCC1)P(CCP(C1CCCCC1)C1CCCCC1)C1CCCCC1